C(C)(C)(C)OC(=O)N1CCN(CC1)C1=NC=C(C=C1)C=1C=CC2=CN(N=C2C1F)[C@@H](C(=O)OCC)C1=C2N(C=N1)CCC2 |r| 4-[5-[7-fluoro-2-[(1RS)-1-(6,7-dihydro-5H-pyrrolo[1,2-c]imidazol-1-yl)-2-ethoxy-2-oxo-ethyl]indazol-6-yl]-2-pyridinyl]piperazine-1-carboxylic acid tert-butyl ester